Cl.CN(C(=O)C1=NN2C(CNCCC2)=C1)C N,N-dimethyl-5,6,7,8-tetrahydro-4H-pyrazolo[1,5-a][1,4]diazepine-2-carboxamide hydrochloride